(2S,4R)-1-[(2R)-2-[(dimethylcarbamoyl)amino]propanoyl]-4-fluoro-N-[(S)-[6-fluoro-5-(propan-2-yl)pyridin-2-yl](phenyl)methyl]pyrrolidine-2-carboxamide CN(C(=O)N[C@@H](C(=O)N1[C@@H](C[C@H](C1)F)C(=O)N[C@@H](C1=CC=CC=C1)C1=NC(=C(C=C1)C(C)C)F)C)C